FC1=CC=C(C=C1)C(C)(C#C)C=1N=C(SC1)NC(=O)N1CC(C1)CN1CCNCC1 N-(4-(2-(4-fluorophenyl)-but-3-yn-2-yl)thiazol-2-yl)-3-(piperazin-1-ylmeth-yl)azetidine-1-carboxamide